C(N)(O[C@@]1([C@@H](CC2=CC=C(C=C12)C)C)C)=O methyl-[(1r,2r)-2,6-dimethyl-2,3-dihydro-1H-inden-1-yl] carbamate